ClC=1C=C(C=C(C1)Cl)N1C(=O)C2(C(C2)(C1=O)C)C N-(3,5-dichlorophenyl)-1,2-dimethylcyclopropane-1,2-dicarboximide